(2R,6S)-1-[2-(2,2-dimethoxyethoxy)ethyl]-2,6-dimethyl-4-[4-(4,4,5,5-tetramethyl-1,3,2-dioxaborolan-2-yl)-2-pyridyl]piperazine COC(COCCN1[C@@H](CN(C[C@@H]1C)C1=NC=CC(=C1)B1OC(C(O1)(C)C)(C)C)C)OC